Dibenzyl 1-[10-(4-methylphenyl)decanoyl]azetidin-3-yl phosphate P(=O)(OCC1=CC=CC=C1)(OCC1=CC=CC=C1)OC1CN(C1)C(CCCCCCCCCC1=CC=C(C=C1)C)=O